NN Aminoamin